COC=1N(C2=C(C=NC=3C=CC=CC23)N1)CC1=CC=C(C=C1)CN1CCCC1 2-methoxy-1-((4-((pyrrolidin-1-yl)methyl)phenyl)methyl)-1H-imidazo[4,5-c]quinoline